C1(CC1)S(=O)(=O)NC1=CC=C2C=NC(=NC2=C1)C(=O)NC1=C(C=NC=C1)C1=CC(=NC=C1)OC 7-(cyclopropylsulfonylamino)-N-(2'-methoxy-[3,4'-bipyridinyl]-4-yl)quinazoline-2-carboxamide